6-(1H-benzo[d]imidazol-2-yl)-N-(pyrrolidin-3-yl)picolinamide tert-Butyl-2-[1-(2-furo[3,2-c]pyridin-2-yl-3,6-dimethyl-4-oxo-chromen-8-yl)ethylamino]benzoate C(C)(C)(C)OC(C1=C(C=CC=C1)NC(C)C=1C=C(C=C2C(C(=C(OC12)C1=CC=2C=NC=CC2O1)C)=O)C)=O.N1C(=NC2=C1C=CC=C2)C2=CC=CC(=N2)C(=O)NC2CNCC2